ClS(=O)(=O)C1=C2C=CC=C(C2=CC=C1)N(C(OCC1=CC=CC=C1)=O)C benzyl (5-(chlorosulfonyl)naphthalen-1-yl)(methyl)carbamate